N-cyclobutyl-8-methoxy-7-[3-(pyrrolidin-1-yl)propoxy]-1H,2H,3H-cyclopenta[c]quinolin-4-amine formate C(=O)O.C1(CCC1)NC1=NC=2C=C(C(=CC2C2=C1CCC2)OC)OCCCN2CCCC2